bis(n-butylcyclopentadienyl)titanium dichloride CCCC[C-]1C=CC=C1.CCCC[C-]1C=CC=C1.Cl[Ti]Cl